FC(C1=C(C=CC(=C1)C(F)(F)F)C(C)=O)(F)F 1-[2,4-bis(trifluoromethyl)phenyl]ethanone